FC1(CC(C1)C(O)C1=CC=2C(=NC=C(N2)C2=CC=3C(N=C2)=NN(C3)C)S1)F (3,3-difluorocyclobutyl)(2-(2-methyl-2H-pyrazolo[3,4-b]pyridin-5-yl)thieno[2,3-b]pyrazin-6-yl)methanol